1-methyl-6-[(3-methyloxetan-3-yl)methyl]-4-[[(1R)-1-[3-(trifluoromethyl)phenyl]ethyl]amino]pyrido[3,4-d]pyridazin-7-one CC=1C=2C(C(=NN1)N[C@H](C)C1=CC(=CC=C1)C(F)(F)F)=CN(C(C2)=O)CC2(COC2)C